(S)-1-((8-methyl-4-oxochroman-7-yl)oxy)-2,3-dihydro-1H-indene-5-carboxamide CC=1C(=CC=C2C(CCOC12)=O)O[C@H]1CCC2=CC(=CC=C12)C(=O)N